isooctanetricarboxylic acid C(CCCCC(C)C)(C(=O)O)(C(=O)O)C(=O)O